C1(=CC=CC=C1)CS(=O)(=O)OC1=C(OC(C1=O)([2H])C1=CC(=CC(=C1)OC)OC)N 2-amino-5-(3,5-dimethoxyphenyl)-4-oxo-4,5-dihydrofuran-3-yl-5-d phenylmethanesulfonate